2-(4-(2-chlorophenyl)-2-((6-methoxybenzo[d]oxazol-2-yl)amino)-6-methyl-1,4-dihydropyrimidine-5-carboxamido)isonicotinic acid ClC1=C(C=CC=C1)C1N=C(NC(=C1C(=O)NC=1C=C(C(=O)O)C=CN1)C)NC=1OC2=C(N1)C=CC(=C2)OC